[Cl-].C(C)(C)(C)C1=CC=C(C=C1)[S+](C1=CC=CC=C1)C1=CC=CC=C1 (4-tert-butylphenyl)diphenyl-sulfonium chloride